(4-Iodopyridin-2-yl)carbamic acid tert-butyl ester C(C)(C)(C)OC(NC1=NC=CC(=C1)I)=O